tert-butyl 2-(4-bromo-2-fluoro-phenoxy)-7-azaspiro[3.5]nonane-7-carboxylate BrC1=CC(=C(OC2CC3(C2)CCN(CC3)C(=O)OC(C)(C)C)C=C1)F